nickel lanthanum manganate [Mn](=O)(=O)([O-])[O-].[La+3].[Ni+2]